N-[(3,5-difluoro-2-methoxyphenyl)methyl]-3-{2-acetamidoimidazo[1,2-b]pyridazin-6-yl}-2-fluoro-6-methylbenzamide FC=1C(=C(C=C(C1)F)CNC(C1=C(C(=CC=C1C)C=1C=CC=2N(N1)C=C(N2)NC(C)=O)F)=O)OC